N'-(4-(3-(2-ethoxyethoxy)oxetan-3-yl)-2,5-dimethylphenyl)-N-ethyl-N-methylformimidamide C(C)OCCOC1(COC1)C1=CC(=C(C=C1C)N=CN(C)CC)C